tert-butyl 2-(hydroxymethyl)-7-Azaspiro[3.5]nonane-7-carboxylate OCC1CC2(C1)CCN(CC2)C(=O)OC(C)(C)C